tert-butyl (2-(5-(3-cyclopropyl-1-(4-methoxybenzyl)-2-oxopyrrolidin-3-yl)-1,3,4-oxadiazol-2-yl)pyridin-3-yl)(4-(trifluoromethyl)phenyl)carbamate C1(CC1)C1(C(N(CC1)CC1=CC=C(C=C1)OC)=O)C1=NN=C(O1)C1=NC=CC=C1N(C(OC(C)(C)C)=O)C1=CC=C(C=C1)C(F)(F)F